OC(C)(C)C1=CC=C(C(=N1)NC1=NNC2=CC(=CC=C12)[C@@H]1C[C@@]12C(NC1=CC=C(C=C21)OC)=O)OC (1R,2S)-2-(3-{[6-(2-hydroxypropan-2-yl)-3-methoxypyridin-2-yl]amino}-1H-indazol-6-yl)-5'-methoxyspiro[cyclopropane-1,3'-indol]-2'(1'H)-one